[SiH3]P([SiH3])[SiH]([SiH3])P([SiH3])[SiH3] bis(bis(silyl)phosphino)disilane